[N-]=C=O.C1(=CC=CC=C1)CC1=CC=CC=C1 diphenyl-methane isocyanate